(1-oxo-5-(((cis)-2-(3-(pyridin-4-yl)azetidin-1-yl)-cyclohexyl)oxy)isoindolin-2-yl)-3-azabicyclo[3.1.1]heptane-2,4-dione O=C1N(CC2=CC(=CC=C12)O[C@H]1[C@H](CCCC1)N1CC(C1)C1=CC=NC=C1)C12C(NC(C(C1)C2)=O)=O